1-bromo-3-fluoro-5-(trifluoromethylsulfanyl)-benzene BrC1=CC(=CC(=C1)SC(F)(F)F)F